3-(6-((7-(4,4-difluoropiperidin-1-yl)heptyl)amino)-2-oxo-benzo[cd]indol-1(2H)-yl)piperidine-2,6-dione FC1(CCN(CC1)CCCCCCCNC=1C=2C3=C(C(N(C3=CC1)C1C(NC(CC1)=O)=O)=O)C=CC2)F